NC=1N=C(C2=C(N1)C(=CS2)Br)C=2N=NN(C2)CC=2C=C(C=C(C2)OC)C(C)(C)O 2-(3-((4-(2-amino-7-bromothieno[3,2-d]pyrimidin-4-yl)-1H-1,2,3-triazol-1-yl)methyl)-5-methoxyphenyl)propan-2-ol